tert-butyl (3R,4R)-4-((5-bromo-7-(4-chlorophenyl)imidazo[5,1-f][1,2,4]triazin-2-yl)amino)-3-fluoropiperidine-1-carboxylate BrC=1N=C(N2N=C(N=CC21)N[C@H]2[C@@H](CN(CC2)C(=O)OC(C)(C)C)F)C2=CC=C(C=C2)Cl